N-phenyl triphenylphosphoramidite C1(=CC=CC=C1)OP(NC1=CC=CC=C1)([O-])(C1=CC=CC=C1)C1=CC=CC=C1